N-(5-(5-cyanopyrazin-2-yl)-4-((2-(1,1-difluoroethyl)-6-methylpyrimidin-4-yl)amino)pyridin-2-yl)acetamide C(#N)C=1N=CC(=NC1)C=1C(=CC(=NC1)NC(C)=O)NC1=NC(=NC(=C1)C)C(C)(F)F